CC=1NC(=C(CC1C(=O)OCC)C(=O)OCC)C Diethyl 2,6-dimethyl-1,4-dihydro-pyridine-3,5-dicarboxylate